calcium hydroxide Calcium hydroxide [OH-].[Ca+2].[OH-].[Ca+2]